(+-)-4-chloro-3-(methylsulfinylmethyl)aniline ClC1=C(C=C(N)C=C1)C[S@](=O)C |r|